C(CCCCCCCCCCCCCCC)(=O)C([NH+](C)C(C)C)C(CCCCCCCCCCCCCCC)=O dipalmitoylisopropyl-dimethylammonium